1-azido-3,6,9,12,15,18,21,24-octaoxaheptacosan-27-amide N(=[N+]=[N-])CCOCCOCCOCCOCCOCCOCCOCCOCCC(=O)N